O1COC=C1C(=O)O (1,3)dioxole-5-carboxylic acid